1-hexadecyl-2-(9Z-pentadecenoyl)-glycero-3-phospho-(1'-sn-glycerol) CCCCCCCCCCCCCCCCOC[C@H](COP(=O)(O)OC[C@H](CO)O)OC(=O)CCCCCCC/C=C\CCCCC